4-(dimethylamino)-4-methylpent-2-ynethioic acid S-methyl ester CSC(C#CC(C)(C)N(C)C)=O